N-(4-ethoxy-2-(thiazol-5-yl)quinolin-6-yl)bicyclo[1.1.1]pentane-1-carboxamide C(C)OC1=CC(=NC2=CC=C(C=C12)NC(=O)C12CC(C1)C2)C2=CN=CS2